OCC(C)(C)NC(=O)C=1C=2C[C@@H]3[C@H](C2N(N1)C1=NC=C(N=C1)C(C)C)C3 (1aR,5aR)-2-(5-Isopropyl-pyrazin-2-yl)-1a,2,5,5a-tetrahydro-1H-2,3-diaza-cyclopropa[a]pentalene-4-carboxylic acid (2-hydroxy-1,1-dimethyl-ethyl)-amide